C[C@H]1CC[C@@H](N(C1)C(C(=O)N)=O)C=1C=CC2=C(N=C(S2)[C@H]2CN(CCC2)C)C1 |&1:20| 2-((2R,5S)-5-methyl-2-(2-(rac-(r)-1-methylpiperidin-3-yl)benzo[d]thiazol-5-yl)piperidin-1-yl)-2-oxoacetamide